α-cyano-3-phenoxybenzyl-(1RS)-cis,trans-3-(2,2-dichlorovinyl)-2,2-dimethylcyclopropane-carboxylate C(#N)C(C1=CC(=CC=C1)OC1=CC=CC=C1)OC(=O)[C@H]1C([C@H]1C=C(Cl)Cl)(C)C